FC(CCCCC(=O)O)C1=CC=C(C=C1)F ε,4-difluoro-benzenehexanoic acid